ClC1=C(C(=O)N2CCN(CC2)C(=O)C2CCN(CC2)C(=O)OC(C)(C)C)C=CC(=C1)NC(=O)C=1N(C(=CN1)C1=C(C(=C(C=C1)OC)F)F)C tert-butyl 4-(4-(2-chloro-4-(5-(2,3-difluoro-4-methoxyphenyl)-1-methyl-1H-imidazole-2-carboxamido)benzoyl)piperazine-1-carbonyl)piperidine-1-carboxylate